(E)-4-[2-[2-[[4-[[5-bromo-4-(2-carbamoyl-3-fluoro-anilino)pyrimidin-2-yl]amino]phenyl]sulfonylamino]ethoxy]ethoxy]but-2-enoic acid BrC=1C(=NC(=NC1)NC1=CC=C(C=C1)S(=O)(=O)NCCOCCOC/C=C/C(=O)O)NC1=C(C(=CC=C1)F)C(N)=O